[(2S,3S,4R,5S)-3-acetoxy-4-fluoro-5-(5-methyl-2,4-dioxo-pyrimidin-1-yl)tetrahydrofuran-2-yl]methyl acetate C(C)(=O)OC[C@@H]1O[C@@H]([C@@H]([C@H]1OC(C)=O)F)N1C(NC(C(=C1)C)=O)=O